BrCCCOC1=CC=C(N(C2=CC=CC=C2)C2=CC=CC=C2)C=C1 4-(3-Bromopropoxy)-N,N-Diphenylaniline